carbon tetra-bromide C(Br)(Br)(Br)Br